2-[(5-chloro-8-hydroxy-3-methyl-1-oxo-3,4-dihydroisochromene-7-carbonyl)amino]-3-phenylpropanoic acid ClC1=C2CC(OC(C2=C(C(=C1)C(=O)NC(C(=O)O)CC1=CC=CC=C1)O)=O)C